COC1=NC=C(C(=N1)OC)C1=CC=C(N=N1)C#CC 6-(2,4-dimethoxypyrimidin-5-yl)-3-(prop-1-yn-1-yl)pyridazine